ClC1=CC=C(S1)CNC1=CC(=NN1C(C1=C(C=C(C=C1)OC)OC)=O)C1NCCC1 N-[(5-chlorothiophen-2-yl)methyl]-1-(2,4-dimethoxybenzoyl)-3-(pyrrolidin-2-yl)-1H-pyrazol-5-amine